FC1(CC(C1)[C@H](O)C1=CC=2C(=NC(=CC2)C2=CC=3C(N=C2)=NN(C3)CC)S1)F (S)-(3,3-difluorocyclobutyl)(6-(2-ethyl-2H-pyrazolo[3,4-b]pyridin-5-yl)thieno[2,3-b]pyridin-2-yl)methanol